N-[(2R)-1,4-Dioxan-2-ylmethyl]-8'-methyl-2'-(pyridin-2-ylmethyl)-2',5'-dihydrospiro[cyclopropan-1,4'-furo[2,3-g]indazol]-7'-carboxamid O1[C@@H](COCC1)CNC(=O)C1=C(C2=C(CC3(C4=CN(N=C24)CC2=NC=CC=C2)CC3)O1)C